C1(CC1)N1N=C(N=C1C1CCOCC1)C=1C=C(C=NC1)[C@](C1(CN(C1)CCO)C)(C1=CC=C(C=C1)C(C)C)O 2-{3-[(R)-{5-[1-Cyclopropyl-5-(tetrahydro-pyran-4-yl)-1H-[1,2,4]triazol-3-yl]-pyridin-3-yl}-hydroxy-(4-isopropyl-phenyl)-methyl]-3-methyl-azetidin-1-yl}-ethanol